ClC1=CC=CC(=N1)OCC1=NN(C2=CC=CC=C12)C (((6-chloropyridin-2-yl)oxy)methyl)-1-methyl-1H-indazole